BrC1=[N+](C=C(C=C1)OC([2H])([2H])[2H])[O-] 2-bromo-5-(trideuteriomethoxy)pyridine-1-oxide